C(C)OC(CCN)CC 3-ethoxypentylamine